ethylimidazole bistrifluoromethanesulfonimide salt [N-](S(=O)(=O)C(F)(F)F)S(=O)(=O)C(F)(F)F.C(C)C=1NC=CN1